C(C1CO1)N(C=1C(=CC=C(C1C)N(CC1CO1)CC1CO1)C)CC1CO1 N,N,N',N'-tetraglycidyl-meta-xylenediamine